C(C)N[C@H](C(=O)O)CC1=CC=C(C=C1)C (S)-2-(ethylamino)-3-(p-tolyl)propionic acid